C(CCCCCCCCCCCC)C(C(CC(=O)OC1CC(NC(C1)(C)C)(C)C)(C(=O)OC1CC(NC(C1)(C)C)(C)C)CCCCCCCCCCCCC)(CC(=O)[O-])C(=O)[O-] bis(2,2,6,6-tetramethyl-4-piperidyl) ditridecyl-1,2,3,4-butanetetracarboxylate